FC(C1=CC=C(C=C1)C(C)N1N=CC2=C(C=CC(=C12)C(=O)O)C#CC)F 1-(1-(4-(Difluoromethyl)phenyl)ethyl)-4-(propan-1-yn-1-yl)-1H-indazole-7-carboxylic acid